COC1=NC(=NC=2[C@]3([C@H](CCC12)[C@](C(C=C3)=O)(C(=O)OC)C)C)C3=CC=NC=C3 methyl (6aS,7R,10aR)-4-methoxy-7,10a-dimethyl-8-oxo-2-(pyridin-4-yl)-5,6,6a,7,8,10a-hexahydrobenzo[h]quinazoline-7-carboxylate